5-CYCLOPROPOXY-4-(METHYLAMINO)NICOTINALDEHYDE C1(CC1)OC=1C=NC=C(C=O)C1NC